3,5-dimethyl-1-hexyn CC(C#C)CC(C)C